The molecule is a tetrasaccharide derivative comprised of abequose, mannose and two glucose residues in linear sequence, connected by alpha-linkages (1->3), (1->3) and (1->4), respectively, and with beta-configuration at the anomeric centre. C[C@@H]1[C@@H](C[C@H]([C@H](O1)O[C@H]2[C@@H]([C@H](O[C@@H]([C@H]2OC)O[C@H]3[C@@H]([C@H](O[C@@H]([C@@H]3O)O[C@@H]4[C@H](O[C@H]([C@@H]([C@H]4O)O)O)CO)CO)O)CO)O)O)O